C(C)(C)(C)N(C(O)=O)[C@H]1C[C@H](CC1)NC=1N=CC2=CC(=NC(=C2C1)NC(C)C)C#N.C(=O)(OC(C)(C)C)N[C@@H](C)C(=O)O Bocalanine tert-butyl-((1R,3S)-3-((7-cyano-5-(isopropylamino)-2,6-naphthyridin-3-yl)amino)cyclopentyl)carbamate